ClC1=C(N)C(=CC(=C1)C(F)(F)F)C#C[Si](C)(C)C 2-chloro-4-(trifluoromethyl)-6-((trimethylsilyl)ethynyl)aniline